N-(4-((pentyloxy)imino)chroman-7-yl)acrylamide C(CCCC)ON=C1CCOC2=CC(=CC=C12)NC(C=C)=O